2,6-di[3-(9H-9-carbazolyl)phenyl]pyridine 4-bromo-1-diazonio-naphthalen-2-olate BrC1=CC(=C(C2=CC=CC=C12)[N+]#N)[O-].C1=CC=CC=2C3=CC=CC=C3N(C12)C=1C=C(C=CC1)C1=NC(=CC=C1)C1=CC(=CC=C1)N1C2=CC=CC=C2C=2C=CC=CC12